4-((3-(4-(((1S,4S)-4-(2-oxa-6-azaspiro[3.3]heptan-6-yl)cyclohexyl)amino)-1-(2,2,2-trifluoroethyl)-1H-indol-2-yl)prop-2-yn-1-yl)amino)-2-fluoro-5-methoxy-N-methylbenzamide C1OCC12CN(C2)C2CCC(CC2)NC2=C1C=C(N(C1=CC=C2)CC(F)(F)F)C#CCNC2=CC(=C(C(=O)NC)C=C2OC)F